COC=1C=C(C=CC1OC)C=1NC2=CC=C(C=C2C1CC(F)(F)F)C1CCN(CC1)C(=O)NCCC1=CC=CC=C1 4-(2-(3,4-dimethoxyphenyl)-3-(2,2,2-trifluoroethyl)-1H-indol-5-yl)-N-phenethylpiperidine-1-carboxamide